ClC=1C(=C(C=CC1)NC1=C(NC=2CCCC(C12)=O)C1=C(C=NC=C1)OC[C@@H]1N(CC1)C(C=C)=O)OC 3-[(3-chloro-2-methoxyphenyl)amino]-2-(3-{[(2R)-1-(prop-2-enoyl)azetidin-2-yl]methoxy}pyridin-4-yl)-1,5,6,7-tetrahydroindol-4-one